S(=O)(=O)(C1=CC=C(C)C=C1)OC1CCC(CC1)C(=O)OC (1r,4r)-Methyl 4-(tosyloxy)cyclohexanecarboxylate